CC(CCOC1=CC=CC=C1)(C)C phenyl 3,3-dimethyl-butyl ether